2-(4-(2-(6-chloroimidazo[1,2-a]pyridin-3-yl)pyrimidin-4-yl)morpholin-2-yl)acetic acid ClC=1C=CC=2N(C1)C(=CN2)C2=NC=CC(=N2)N2CC(OCC2)CC(=O)O